C(C)(=O)N([C@@H](C)C(=O)N[C@H](CCC(=O)O)C(N)=O)C1[C@H](N)[C@@H](O[C@@H](C(=O)O)C)[C@H](O)[C@H](O1)CO acetylmuramyl-L-alanyl-D-isoglutamine